ClC1=C(C=CC(=C1)Cl)C1=C(C2=CC3=CC=CC=C3N=C2C=C1)C1=C(C=C(C=C1)Cl)Cl bis(2,4-dichlorophenyl)acridine